C(C)[Si](OC)(OC)C1=CC=CC=C1 ethyl-(phenyl)dimethoxysilane